C(C)OC(=O)C1C(N(CC1=O)C(C)(C)C)=O.BrC=1C=CC(=NC1)OC1CC1 5-bromo-2-(cyclopropyloxy)pyridine ethyl-1-(tert-butyl)-2,4-dioxopyrrolidin-3-carboxylate